ethoxy-5-[(2R)-2-ethyl-4-[4-(trifluoromethyl)bicyclo[2.2.1]heptane-1-carbonyl]piperazin-1-yl]-N-[(1-methylazetidin-3-yl)methyl]-[2,3'-bipyridine]-6-carboxamide C(C)OC=1C(=NC(=C(C1)N1[C@@H](CN(CC1)C(=O)C12CCC(CC1)(C2)C(F)(F)F)CC)C(=O)NCC2CN(C2)C)C=2C=NC=CC2